FC1=CC=C(C=C1)C1=NC(=CC(=C1)OC1[C@@H]2CN(C[C@H]12)C(=O)OC(C)(C)C)C(=O)OC tert-butyl (1R,5S,6s)-6-((2-(4-fluorophenyl)-6-(methoxycarbonyl)pyridin-4-yl)oxy)-3-azabicyclo[3.1.0]hexane-3-carboxylate